(S)-5-hydroxy-N-(isoxazol-4-yl)-1-methyl-6-oxo-2-(3-phenylpyrrolidin-1-yl)-1,6-dihydropyrimidine-4-carboxamide OC1=C(N=C(N(C1=O)C)N1C[C@@H](CC1)C1=CC=CC=C1)C(=O)NC=1C=NOC1